N-tetradecyl-lactosamine C(CCCCCCCCCCCCC)N[C@H]1C(O)O[C@@H]([C@H]([C@@H]1O)O[C@H]1[C@H](O)[C@@H](O)[C@@H](O)[C@H](O1)CO)CO